CC1CCN(CC1)C1=CC(=C(C=C1)C=1C=C2C=NN(C2=CC1)C)C=1N=NNN1 4-Methyl-N-(4-(1-methyl-1H-indazol-5-yl)-3-(2H-tetrazol-5-yl)phenyl)piperidine